4-(2-fluorophenethyl)-8-(pyridin-4-yl)-3,4-dihydrobenzo[f][1,4]oxazepin-5(2H)-one FC1=C(CCN2CCOC3=C(C2=O)C=CC(=C3)C3=CC=NC=C3)C=CC=C1